C(C)(C)C=1C=C(C=CC1)C1=CC=C(C(=N1)N1C(C[C@@H](C1)C)(C)C)C(=O)NS(=O)(=O)C=1C(NC=CC1)=O 6-(3-Isopropylphenyl)-N-[(2-oxo-1H-pyridin-3-yl)sulfonyl]-2-[(4S)-2,2,4-trimethylpyrrolidin-1-yl]pyridin-3-carboxamid